C(C1=CC=CC=C1)N1CCC(=C(C1)C=1N(C=C(N1)C1=CC=C(C=C1)OC)COCC[Si](C)(C)C)CC 2-[[2-(1-benzyl-4-ethyl-3,6-dihydro-2H-pyridin-5-yl)-4-(4-methoxyphenyl)imidazol-1-yl]methoxy]ethyl-trimethyl-silane